N4-(4-([1,2,4]triazolo[4,3-c]pyrimidin-7-yloxy)-3-methylphenyl)-N6-(4,4-dimethyl-4,5-dihydrothiazole-2-yl)quinazolin-4,6-diamine N=1N=CN2C=NC(=CC21)OC2=C(C=C(C=C2)NC2=NC=NC1=CC=C(C=C21)NC=2SCC(N2)(C)C)C